C(C1=CC=CC=C1)OC1=NC(=CC=C1N1C(C2=CC=C(C=C2C1)C(=O)N1CC2(C1)CC(C2)C2=CC(=CC=C2)F)=O)OCC2=CC=CC=C2 2-(2,6-bis(benzyloxy)pyridin-3-yl)-5-(6-(3-fluorophenyl)-2-azaspiro[3.3]heptane-2-carbonyl)isoindolin-1-one